C(C)(C)(C)OC(=O)N1CCC(CC1)C1=CN=C(S1)NC(C)=O 4-(2-acetamido-1,3-thiazol-5-yl)piperidine-1-carboxylic acid tert-butyl ester